(2,6-dichlorobenzyl)(methyl)((4-(5-(trifluoromethyl)-1,2,4-oxadiazol-3-yl)phenyl)imino)-λ6-sulfanone ClC1=C(CS(=O)(=NC2=CC=C(C=C2)C2=NOC(=N2)C(F)(F)F)C)C(=CC=C1)Cl